BrCC=1C2=C(N=CN1)OCCO2 4-(bromomethyl)-6,7-dihydro-[1,4]dioxino[2,3-d]pyrimidine